CCCCCCCC/C=C/C/C=C/C(=O)SCCNC(=O)CCNC(=O)[C@@H](C(C)(C)COP(=O)([O-])OP(=O)([O-])OC[C@@H]1[C@H]([C@H]([C@@H](O1)N2C=NC3=C(N=CN=C32)N)O)OP(=O)([O-])[O-])O The molecule is a polyunsaturated fatty acyl-CoA(4-) arising from deprotonation of the phosphate and diphosphate OH groups of (2E,5E)-tetradecadienoyl-CoA; major species at pH 7.3. It is a polyunsaturated fatty acyl-CoA(4-) and a long-chain fatty acyl-CoA(4-). It is a conjugate base of a (2E,5E)-tetradecadienoyl-CoA.